3-[7-chloro-2-(4-fluorophenyl)-1H-indol-3-yl]-N-[(1S)-2,2-difluoro-1-(hydroxy-methyl)ethyl]propionamide ClC=1C=CC=C2C(=C(NC12)C1=CC=C(C=C1)F)CCC(=O)N[C@H](C(F)F)CO